C12(CCC3=CC=C(C=C13)OCC(=O)O)COCC2 2-((4,5-dihydro-2H-spiro[furan-3,1'-indan]-6'-yl)oxy)acetic acid